4-bromo-2,6-dimethylBenzoic acid BrC1=CC(=C(C(=O)O)C(=C1)C)C